C(#N)C1(CC1)NC([C@H](CC(C)C)N[C@H](C(F)(F)F)C1=CC2=C(C3=C(O2)C=CC(=C3)C3=C(N=C(N3C(=O)OC(C)(C)C)C)C)C=C1)=O tert-butyl 5-(7-((S)-1-(((S)-1-((1-cyanocyclopropyl) amino)-4-methyl-1-oxopentan-2-yl) amino)-2,2,2-trifluoroethyl) dibenzo[b,d]furan-2-yl)-2,4-dimethyl-1H-imidazole-1-carboxylate